2-(2,2-dimethylpropyl)-2,3,3,4-tetramethylpentanoic acid CC(CC(C(=O)O)(C(C(C)C)(C)C)C)(C)C